N-{(2S,3R)-1-(bicyclo[1.1.1]pentane-1-carbonyl)-2-[([1,1'-biphenyl]-3-yl)methyl]-4,4-difluoropyrrolidin-3-yl}methanesulfonamide C12(CC(C1)C2)C(=O)N2[C@H]([C@H](C(C2)(F)F)NS(=O)(=O)C)CC=2C=C(C=CC2)C2=CC=CC=C2